(6-(4-((4-(1H-pyrazol-4-yl)phenyl)amino)-5-(trifluoromethyl)pyrimidin-2-yl)-1-methyl-1H-indol-2-yl)(3,3-difluoroazetidin-1-yl)methanone N1N=CC(=C1)C1=CC=C(C=C1)NC1=NC(=NC=C1C(F)(F)F)C1=CC=C2C=C(N(C2=C1)C)C(=O)N1CC(C1)(F)F